Cl.N1=CC=C(C=C1)C=1N=C(C2=CC=NC=C2C1)N1CCC2(CCNC2)CC1 (pyridin-4-yl)-1-(2,8-diazaspiro[4.5]decan-8-yl)-2,6-naphthyridine hydrochloride